trimethyl-propanamide CC(CC(=O)N)(C)C